OC[C@@H]1CN(CC[C@@H]1O)C=1C=CC=2C(=NC(=CN2)NCC2=C3C(=CNC3=C(C=C2)OC)C)N1 (3S,4S)-3-(hydroxymethyl)-1-(3-{[(7-methoxy-3-methyl-1H-indol-4-yl)methyl]amino}pyrido[2,3-b]pyrazin-6-yl)piperidin-4-ol